glycyl-cysteamine sodium salt [Na].NCC(=O)NCCS